N,N-diethyl-N-(2-methoxyethyl)-N-methyl-ammonium bicarbonate C([O-])(O)=O.C(C)[N+](C)(CCOC)CC